N-(1-ethylpiperidin-4-yl)-2-(3-{[2-(fluoromethoxy)-4-methanesulfonylphenyl]amino}prop-1-yn-1-yl)-1-(2,2,2-trifluoroethyl)-1H-indol-4-amine C(C)N1CCC(CC1)NC=1C=2C=C(N(C2C=CC1)CC(F)(F)F)C#CCNC1=C(C=C(C=C1)S(=O)(=O)C)OCF